N-Methyl-L-Phenylglycinol CN[C@@H](C1=CC=CC=C1)CO